7-({5-chloro-1H-imidazo[4,5-b]pyridin-2-yl}methyl)-1-(2-chloro-4-methoxyphenyl)-6-fluoro-1,4-dihydroquinolin-4-one ClC1=CC=C2C(=N1)N=C(N2)CC2=C(C=C1C(C=CN(C1=C2)C2=C(C=C(C=C2)OC)Cl)=O)F